4-fluoro-N-((R,Z)-4-(methylsulfonyl)but-3-en-2-yl)azepane-4-carboxamide FC1(CCNCCC1)C(=O)N[C@H](C)\C=C/S(=O)(=O)C